trifluoro(2-phenylethynyl)boranide F[B-](C#CC1=CC=CC=C1)(F)F